3-(trimethoxysilyl)propyl-n-octyldimethyl-ammonium chloride [Cl-].CO[Si](CCC[N+](C)(C)CCCCCCCC)(OC)OC